FC1=CC=C(C=C1)C=1C(=CN2C1C(C=1C=CC=CC21)=O)C2(OCCC2)C 1-(4-fluorophenyl)-2-(2-methyltetrahydrofuran-2-yl)-9H-pyrrolo[1,2-a]indol-9-one